methoxymethylsulfonyl-10-oxa-2,4,8,13-tetraazatricyclo[7.4.1.05,14]tetradeca-1,3,5,7,9(14)-pentaene COCS(=O)(=O)C=1N=C2NCCOC=3N=CC=C(N1)C23